tert-butyl (1R,5S)-3-(6-acetyl-7-bromo-8-fluoro-2-(2,2,2-trifluoroethoxy)quinazoline-4-yl)-3,8-diazabicyclo[3.2.1]octane-8-carboxylate C(C)(=O)C=1C=C2C(=NC(=NC2=C(C1Br)F)OCC(F)(F)F)N1C[C@H]2CC[C@@H](C1)N2C(=O)OC(C)(C)C